CC1=CN(C2=CC=C(C=C12)OC1COC1)C1CN(CC1)C 3-Methyl-1-(1-methylpyrrolidin-3-yl)-5-(oxetan-3-yloxy)-1H-indole